pentafluoroethyloxycarbonyl fluoride FC(C(F)(F)F)(OC(=O)F)F